methyl (E)-2-(1-(4-methoxypyridin-2-yl)ethylidene)hydrazine-1-carbodithioate COC1=CC(=NC=C1)\C(\C)=N\NC(=S)SC